OB(C=1C=NC(=NC1)N1CC(CCC1)C(=O)O)O 1-[5-(DIHYDROXYBORYL)PYRIMIDIN-2-YL]PIPERIDINE-3-CARBOXYLIC ACID